3-(3-((5-Bromo-2-((2-cyclopropyl-4-(4-methylpiperazin-1-yl)phenyl)amino)pyrimidin-4-yl)amino)propyl)-1,3-oxazinan-2-on BrC=1C(=NC(=NC1)NC1=C(C=C(C=C1)N1CCN(CC1)C)C1CC1)NCCCN1C(OCCC1)=O